CN1[C@H]2[C@@H](CC1)CNC2 (3aS,6aS)-1-methylhexahydropyrrolo[3,4-b]pyrrol